(R)-7-chloro-N-(1-(3-(difluoromethyl)-2-fluorophenyl)ethyl)-6-(1-(difluoromethyl)cyclopropyl)-2-methylpyrido[2,3-d]pyrimidin-4-amine ClC=1C(=CC2=C(N=C(N=C2N[C@H](C)C2=C(C(=CC=C2)C(F)F)F)C)N1)C1(CC1)C(F)F